4-(tert-Butyl)-N-(4-((2,3-dihydro-1H-inden-5-yl)amino)-2-(naphthalen-2-yl)quinazolin-6-yl)benzamide C(C)(C)(C)C1=CC=C(C(=O)NC=2C=C3C(=NC(=NC3=CC2)C2=CC3=CC=CC=C3C=C2)NC=2C=C3CCCC3=CC2)C=C1